C(C)[C@@H]1OCC[C@@H](S1)C |r| (+-)-CIS-2-ETHYL-4-METHYL-1,3-OXATHIANE